ClC1=CC=C(C(=O)NC=2C=C3CN(C(C3=CC2OC)=O)C2C(NC(CC2)=O)=O)C=C1 4-chloro-N-(2-(2,6-dioxopiperidin-3-yl)-6-methoxy-1-oxoisoindolin-5-yl)benzamide